5-(4-(2-(1-(2,6-difluoro-4-(5H-pyrido[4,3-b]indol-7-yl)phenyl)piperidin-4-yl)ethyl)piperazin-1-yl)-2-(2,6-dioxopiperidin-3-yl)isoindoline-1,3-dione FC1=C(C(=CC(=C1)C=1C=CC=2C3=C(NC2C1)C=CN=C3)F)N3CCC(CC3)CCN3CCN(CC3)C=3C=C1C(N(C(C1=CC3)=O)C3C(NC(CC3)=O)=O)=O